3-chloro-2-(pyrazin-2-yl)pyridin 5-(2,3-dichloro-6-methoxyphenyl)pyrrolidine-1,2-dicarboxylate ClC1=C(C(=CC=C1Cl)OC)C1CCC(N1C(=O)O)C(=O)O.ClC=1C(=NC=CC1)C1=NC=CN=C1